1-(2-amino-5-chlorothiophen-3-yl)ethan-1-one NC=1SC(=CC1C(C)=O)Cl